methyl (2S)-2-[[(2S)-3-cyclopropyl-2-[[(2S)-3-(1-naphthyl)-2-(pyrazine-2-carbonylamino)propanoyl]amino]propanoyl]amino]-3-[(3S)-2-oxopyrrolidin-3-yl]propanoate C1(CC1)C[C@@H](C(=O)N[C@H](C(=O)OC)C[C@H]1C(NCC1)=O)NC([C@H](CC1=CC=CC2=CC=CC=C12)NC(=O)C1=NC=CN=C1)=O